6-Fluoro-1-(4-fluoro-3-(4-benzoylpiperazine-1-carbonyl)benzyl)quinazoline-2,4(1H,3H)-dione FC=1C=C2C(NC(N(C2=CC1)CC1=CC(=C(C=C1)F)C(=O)N1CCN(CC1)C(C1=CC=CC=C1)=O)=O)=O